ClC=1C=CC2=C(C=3C4=CC=CC=C4C4=C(C3C=3C=C(C=CC23)Cl)C=CC=C4)C1 2,7-Dichlorodibenzo[g,p]chrysene